The molecule is a member of the class of hydroxybiphenyls that is phenol in which the hydrogen at position 3 has been replaced by a phenyl group. C1=CC=C(C=C1)C2=CC(=CC=C2)O